1,3-bis[3,5-di(pyridin-3-yl)phenyl]benzene 2,5-dioxopyrrolidin-1-yl-17-oxo-21-(2-oxohexahydro-1H-thieno[3,4-d]imidazol-4-yl)-4,7,10,13-tetraoxa-16-azaheneicosane-1-carboxylate O=C1N(C(CC1)=O)C(CCOCCOCCOCCOCCNC(CCCCC1SCC2NC(NC21)=O)=O)C(=O)O.N2=CC(=CC=C2)C=2C=C(C=C(C2)C=2C=NC=CC2)C2=CC(=CC=C2)C2=CC(=CC(=C2)C=2C=NC=CC2)C=2C=NC=CC2